3-chloro-1-(4-chloro-2-fluorophenyl)-8,9-dihydropyrido[3,4-d]pyrrolo[1,2-a]pyrimidin ClC1=CC2=C(N=C3N(C2)CCC3)C(=N1)C1=C(C=C(C=C1)Cl)F